[Cl-].C[N+](CC=C)(CCCCCCCCCCCCCCCCCCCCCC)C dimethyl-docosyl-allyl-ammonium chloride